2-(1-(1-(2,6-bis(benzyloxy)pyridin-3-yl)-3-ethyl-2-oxo-2,3-dihydro-1H-benzo[d]imidazol-5-yl)piperidin-4-yl)acetic acid C(C1=CC=CC=C1)OC1=NC(=CC=C1N1C(N(C2=C1C=CC(=C2)N2CCC(CC2)CC(=O)O)CC)=O)OCC2=CC=CC=C2